tetramethyl-cyclopentadienyl-2,6-di-tert-butylphenol zirconium dichloride [Cl-].[Cl-].[Zr+2].CC1=C(C(=C(C1C=1C(=C(C(=CC1)C(C)(C)C)O)C(C)(C)C)C)C)C